C1(=CC=CC=C1)NC(=O)C(C(C(C(=O)[O-])(F)F)(F)F)(F)F 4-phenylaminocarbonyl-2,2,3,3,4,4-hexafluorobutyrate